C(C1=CC=CC=C1)OC1CC=C(CC1)C1=CCC2(CN(C2)C(=O)OC(C)(C)C)CC1 tert-butyl 7-(4-benzyloxycyclohexen-1-yl)-2-azaspiro[3.5]non-6-ene-2-carboxylate